(1-(9-ethyl-6-morpholino-8-(pyridin-4-yl)-9H-purin-2-yl)-1H-pyrazol-4-yl)cyclobutan-1-ol C(C)N1C2=NC(=NC(=C2N=C1C1=CC=NC=C1)N1CCOCC1)N1N=CC(=C1)C1(CCC1)O